5-(2-((2-(pyridin-2-yl)ethyl)amino)-6H-1,3,4-thiadiazin-5-yl)-1,3-dihydro-2H-benzo[d]imidazol-2-one N1=C(C=CC=C1)CCNC=1SCC(=NN1)C1=CC2=C(NC(N2)=O)C=C1